3-p-Cumenyl-2-methylpropionaldehyd C1(=CC=C(C=C1)CC(C=O)C)C(C)C